FC1=CC=C(C=C1)C=1C=C2CN(CC2=CC1)C(CN1N=C(N=C1)C#N)=O 1-(2-(5-(4-fluorophenyl)isoindolin-2-yl)-2-oxoethyl)-1H-1,2,4-triazole-3-carbonitrile